ClC1=CC=C(C=C1)C(=C)C1=CC=CC=C1 1-Chloro-4-(1-phenylvinyl)benzene